CC=1N=C2N(C=C(N=C2Br)Br)C1 methyl-6,8-dibromoimidazo[1,2-a]pyrazine